Cl.ClC1=C(C=CC(=C1)Cl)C=1CCCC2=C(C1C1=CC=C(C=C1)CC1CN(C1)CCCF)C=CC(=C2C)C(=O)O 8-(2,4-dichlorophenyl)-9-(4-((1-(3-fluoropropyl)azetidin-3-yl)methyl)phenyl)-4-methyl-6,7-dihydro-5H-benzo[7]annulene-3-carboxylic acid hydrochloride